1-[3'-amino-4'-(benzyloxy)phenyl]-2-bromoethanol NC=1C=C(C=CC1OCC1=CC=CC=C1)C(CBr)O